CN1N=CC(=C1)NC(C1=CC=CC=C1)=O N-(1-methylpyrazol-4-yl)benzamide